C(C)(C)(C)OC(=O)N(C1(CN(CC1)C(=O)OCC1=CC=CC=C1)C)C benzyl 3-[(tert-butoxycarbonyl)(methyl)amino]-3-methylpyrrolidine-1-carboxylate